[2H]C(N(C)C)(CC1=CNC2=CC=CC=C12)[2H] dideutero-N,N-dimethyltryptamine